COC=1C(=NC(=NC1)C=1C=NC=NC1OC)N(CC1=CC=C(C=C1)OC)CC1=CC=C(C=C1)OC 5,6'-dimethoxy-N,N-bis(4-methoxybenzyl)-[2,5'-bipyrimidin]-4-amine